C(C)(=O)N1CCN(CC1)CCNC=C1C(CC(CC1=O)C1=CC=C(C=C1)C)=O 2-(((2-(4-acetylpiperazin-1-yl)ethyl)amino)methylene)-5-(p-tolyl)cyclohexane-1,3-dione